4-[5-[(3-aminooxetan-3-yl)methyl]pyridin-2-yl]-3-(2-methyl-5-piperidin-1-ylpyrazol-3-yl)oxybenzonitrile NC1(COC1)CC=1C=CC(=NC1)C1=C(C=C(C#N)C=C1)OC=1N(N=C(C1)N1CCCCC1)C